[N+](=O)([O-])C1=C(C=CC(=C1)[N+](=O)[O-])SC=1SC2=C(N1)C=CC=C2 2-(2,4-dinitrophenyl)mercaptobenzothiazole